(1R,3R,5R)-N-((R)-(4-chloro-2,5-difluorophenyl)(cyclopropyl)methyl)-2-((4-(ethylsulfonyl)-2-pyridinyl)carbonyl)-2-azabicyclo[3.1.0]hexane-3-carboxamide ClC1=CC(=C(C=C1F)[C@H](NC(=O)[C@@H]1N([C@@H]2C[C@@H]2C1)C(=O)C1=NC=CC(=C1)S(=O)(=O)CC)C1CC1)F